NC1=CC=C(C(=C1N(C(OC(C)(C)C)=O)C(=O)OC(C)(C)C)Cl)F tert-butyl N-(6-amino-2-chloro-3-fluoro-phenyl)-N-tert-butoxycarbonyl-carbamate